3-(3',4'-Bis(trifluoromethyl)-[1,1'-biphenyl]-4-yl)-6-chloro-7-methoxy-2-methylquinolin-4(1H)-one FC(C=1C=C(C=CC1C(F)(F)F)C1=CC=C(C=C1)C1=C(NC2=CC(=C(C=C2C1=O)Cl)OC)C)(F)F